C(C1=CC=CC=C1)(=O)N1C(NC=C(C1=O)C)=O N3-benzoyl-thymine